N1(C=NC2=C1C=CC=C2)C=2C(=CSC2)C(=O)N 4-(1H-benzo[d]imidazol-1-yl)thiophene-3-carboxamide